2-(((1R)-1-(3,6-dimethyl-2-(4-((1-methylpyrrolidin-2-yl)methoxy)phenyl)-4-oxo-4H-chromen-8-yl)ethyl)amino)benzoic acid CC1=C(OC2=C(C=C(C=C2C1=O)C)[C@@H](C)NC1=C(C(=O)O)C=CC=C1)C1=CC=C(C=C1)OCC1N(CCC1)C